C1(CCCCC1)C1C=2N(CC(N1)=O)C=NC2NC(C2=CC(=CC(=C2)C(F)(F)F)F)=O N-(8-cyclohexyl-6-oxo-5,6,7,8-tetrahydroimidazo[1,5-a]pyrazin-1-yl)-3-fluoro-5-(trifluoromethyl)benzamide